C(C=C)[C@@H]1[C@H](O1)C(C)O ((2R,3R)-3-allyloxiran-2-yl)ethan-1-ol